C1(=CC=CC=C1)C[C@H](C(=O)O)[C@@H]1CNCC1 (2S)-3-phenyl-2-[(3R)-pyrrolidin-3-yl]propionic acid